CC1(CC1)N1C(C(=CC=C1)NC(OC(C)(C)C)=O)=O tert-butyl (1-(1-methylcyclopropyl)-2-oxo-1,2-dihydropyridin-3-yl)carbamate